C(CC)OCOCCCC(CC(CC(C)I)C)C 8-iodo-4,6-dimethylnonyl propyloxymethyl ether